4,4-dimethylcaproic acid CC(CCC(=O)O)(CC)C